N-(2-fluoro-5-(5-(furan-2-yl)-1,3,4-oxadiazol-2-yl)phenyl)-2-(2-fluoroethoxy)-5-methylbenzamide FC1=C(C=C(C=C1)C=1OC(=NN1)C=1OC=CC1)NC(C1=C(C=CC(=C1)C)OCCF)=O